6-chloro-2-(2,6-dichloro-3,5-dimethoxyphenyl)-4-(4-methoxy-4-methylpiperidin-1-yl)pyrido[3,4-d]pyrimidine ClC1=CC2=C(N=C(N=C2N2CCC(CC2)(C)OC)C2=C(C(=CC(=C2Cl)OC)OC)Cl)C=N1